ClC1=CC=C(C=C1)C1CCC(CC1)C1=CC(=C(C=C1F)NC1C(NC(CC1)=O)=O)OC 3-((4-((1s,4s)-4-(4-Chlorophenyl)cyclohexyl)-5-fluoro-2-methoxyphenyl)amino)piperidine-2,6-dione